C(C(C)C)NC(=O)N1C=NC2=C1C=C(C=C2)C2=CN=CS2 N-iso-butyl-6-(thiazol-5-yl)-1H-benzo[d]imidazole-1-carboxamide